O=C1C2=CC=CN2C=2C=CN=CC2N1CCCC(=O)NC1=CC=C(C=C1)C 4-(7-Oxo-2,8,11-triazatricyclo[7.4.0.02,6]trideca-1(9),3,5,10,12-pentaen-8-yl)-N-(p-tolyl)butanamide